isopropyl ((((2r,5s)-5-(4-amino-5-fluoro-2-oxopyrimidin-1(2H)-yl)-1,3-oxathiolan-2-yl) methoxy) (phenoxy) phosphoryl)-L-alaninate NC1=NC(N(C=C1F)[C@@H]1CS[C@@H](O1)COP(=O)(OC1=CC=CC=C1)N[C@@H](C)C(=O)OC(C)C)=O